CN(C(=O)NC1=C(C=CC(=C1)C(F)(F)F)C)C1CC2(CN(C2)C(=O)C2=C3N(N=C2)C=CN3C)C1 1-methyl-1-(2-(1-methyl-1H-imidazo[1,2-b]pyrazole-7-carbonyl)-2-azaspiro[3.3]heptan-6-yl)-3-(2-methyl-5-(trifluoromethyl)phenyl)urea